N-(phenylacetyl)glycyl-D-valine C1(=CC=CC=C1)CC(=O)NCC(=O)N[C@H](C(C)C)C(=O)O